CC(CCCCCCCC)CCCCCCCCCCCCCCCCCC 9-methylheptacosane